2-(3-methoxybenzyl-(methyl)amino)malononitrile COC=1C=C(CN(C(C#N)C#N)C)C=CC1